caproic acid potassium salt [K+].C(CCCCC)(=O)[O-]